ClC=1C=C(C=CC1)C(CCN(C(C(=O)OC(C)(C)C)C1=C(C(=CC=C1)C)C1CCC(CC1)OC(F)(F)F)C)C1(CCN(CC1)C)F tert-butyl 2-((3-(3-chlorophenyl)-3-(4-fluoro-1-methylpiperidin-4-yl)propyl)-(methyl)amino)-2-(3-methyl-2-((1r,4r)-4-(trifluoromethoxy)cyclohexyl)phenyl)acetate